3-fluoro-6,12-dioxo-6,12-dihydroindolo[2,1-b]quinazoline-8-sulfonyl Chloride FC1=CC=C2C(N3C(=NC2=C1)C(C1=CC(=CC=C13)S(=O)(=O)Cl)=O)=O